methylisobutyrylmethyl phosphinate [PH2](OC(C(C(C)C)=O)C)=O